boroat B([O-])([O-])[O-]